(2R,4S,5R,6R)-6-((1R,2R)-3-(2-(4-chlorophenyl)acetamido)-1,2-dihydroxypropyl)-5-ethanethioamido-4-hydroxy-2-((6-(prop-2-yn-1-yloxy)hexyl)oxy)tetrahydro-2H-pyran-2-carboxylate ClC1=CC=C(C=C1)CC(=O)NC[C@H]([C@@H](O)[C@H]1[C@@H]([C@H](C[C@@](O1)(C(=O)[O-])OCCCCCCOCC#C)O)NC(C)=S)O